ε-caproLactone C1(CCCCCO1)=O